CC1(OB(OC1(C)C)C1=CC(=CC(=C1)C(F)(F)F)C)C 4,4,5,5-tetramethyl-2-(3-methyl-5-(trifluoromethyl)phenyl)-1,3,2-dioxaborolane